3-(1-cyanoethyl)-N-(4-methyl-3-(4-(5-(oxetan-3-yloxy)pyridin-3-yl)-1H-pyrazol-1-yl)phenyl)benzamide C(#N)C(C)C=1C=C(C(=O)NC2=CC(=C(C=C2)C)N2N=CC(=C2)C=2C=NC=C(C2)OC2COC2)C=CC1